[C@H]12COC[C@H](CC1)N2C(=O)C2=CC(=C(C=C2)NC2=NC=C(C(=N2)C=2C=NN(C2)C(C)C)Cl)OC ((1R,5S)-3-oxa-8-azabicyclo[3.2.1]octan-8-yl)(4-((5-chloro-4-(1-isopropyl-1H-pyrazol-4-yl)pyrimidinyl)amino)-3-methoxyphenyl)methanone